CC1=C(C=CC(=C1)C)N1C=[N+](C=C1)C 1-(2,4-Dimethylphenyl)-3-methylimidazolium